N1=NC(=CC=C1)NC(=O)[O-] pyridazin-3-carbamate